2-hydroxy-N-((5-(2-((2-methylquinazolin-4-yl)thio)acetyl)thiophen-2-yl)methyl)acetamide OCC(=O)NCC=1SC(=CC1)C(CSC1=NC(=NC2=CC=CC=C12)C)=O